FC=1C(=C(O[C@H]2CN(CC2)C(=O)OC(C)(C)C)C=CC1)[N+](=O)[O-] tert-butyl (3R)-3-(3-fluoro-2-nitrophenoxy)pyrrolidine-1-carboxylate